2,2',2''-(10-(3-carboxypropyl)-1,4,7,10-tetraazacyclododecane-1,4,7-triyl)triacetic acid C(=O)(O)CCCN1CCN(CCN(CCN(CC1)CC(=O)O)CC(=O)O)CC(=O)O